NC([C@H](C1=CC=CC=C1)OS(=O)(=O)C1=CC=C(C=C1)C)=O 4-methylbenzenesulfonic acid (S)-2-amino-2-oxo-1-phenylethyl ester